BrC=1C=C(C=CC1F)N1C(=NOC1=O)CC1=C(C=CC=C1)C=1C=C(C=CC1)NC(=O)NC1=CC=C(C=C1)Cl 1-[3-[[4-(3-bromo-4-fluorophenyl)-5-oxo-4,5-dihydro-1,2,4-oxadiazol-3-yl]methylphenyl]phenyl]-3-(4-chlorophenyl)urea